SC1=CC=C(C#N)C=C1 L-4-mercaptobenzonitrile